ClC1=CC2=C(N(C(N=C2N2C(CN(CC2C)C(=O)OC(C)(C)C)C)=O)C=2C(=NC=CC2C)C(C)C)N=C1C1=C(C=CC(=C1)C)F tert-butyl 4-(6-chloro-7-(2-fluoro-5-methylphenyl)-1-(2-isopropyl-4-methylpyridin-3-yl)-2-oxo-1,2-dihydropyrido[2,3-d]pyrimidin-4-yl)-3,5-dimethylpiperazine-1-carboxylate